1-(4-(cyclopropylsulfonyl)phenyl)-3-(6-(4-isopropyl-4H-1,2,4-triazol-3-yl)pyridin-2-yl)imidazolidin-2-one C1(CC1)S(=O)(=O)C1=CC=C(C=C1)N1C(N(CC1)C1=NC(=CC=C1)C1=NN=CN1C(C)C)=O